CC=1OC2=C(C1C(=O)N[C@H]1CN(CC1)C(=O)OC(C)(C)C)C=C(C=C2)OCC2=NN(C=C2)C tert-butyl (R)-3-(2-methyl-5-((1-methyl-1H-pyrazol-3-yl)methoxy)benzofuran-3-carboxamido)pyrrolidine-1-carboxylate